N[C@@H](C(=O)NCCN1C(C2=CC=CC=C2CC1)C)CC1=CNC2=CC=CC=C12 (R)-2-amino-3-(1H-indol-3-yl)-N-(2-(1-methyl-3,4-dihydroisoquinolin-2(1H)-yl)ethyl)-propionamide